[Al].[Lu] lutetium-aluminum